CN1CCN(CCN2CCN(CCN(CCN(CC1)CCN(CCN(CC2)C)C)CC(C(F)(F)F)O)C)CC(C(F)(F)F)O 3,3'-(7,16,21,24-tetramethyl-1,4,7,10,13,16,21,24-octaazabicyclo[8.8.8]hexacosane-4,13-diyl)bis(1,1,1-trifluoropropan-2-ol)